1-(13Z,16Z-docosadienoyl)-2-(11Z-eicosenoyl)-glycero-3-phosphoserine CCCCCCCC/C=C\CCCCCCCCCC(=O)O[C@H](COC(=O)CCCCCCCCCCC/C=C\C/C=C\CCCCC)COP(=O)(O)OC[C@@H](C(=O)O)N